FC1=NC=C(C=C1C1=NC(=C(C(=C1)N(C)CC1(CCC1)COC)[N+](=O)[O-])N)C(F)(F)F 2'-Fluoro-N4-{[1-(methoxymethyl)cyclobutyl]methyl}-N4-methyl-5-nitro-5'-(trifluoromethyl)[2,3'-bipyridin]-4,6-diamine